C(C)N(CC)C=1C(=C(C(=O)C2=CC=CC=C2)C=CC1)N(CC)CC bisdiethylamino-benzophenone